BrC1=CC=C(C=C1)C=1N=C2N(C=CC=C2)C1CN1CCN(CC1)C(=O)C1=NC(=CC=C1C)OC (4-{[2-(4-bromophenyl)imidazo[1,2-a]pyridine-3-yl]methyl}piperazin-1-yl)(6-methoxy-3-methyl-pyridin-2-yl)methanone